allyloxy-6-methyl-3-[3-(trifluoromethyl)phenoxy]pyridazine-4-carboxamidine C(C=C)OC=1C(=C(N=NC1C)OC1=CC(=CC=C1)C(F)(F)F)C(=N)N